(4-chloro-2-hydroxy-6-methylphenyl)boronic acid ClC1=CC(=C(C(=C1)C)B(O)O)O